6-(4-[3-oxa-8-azabicyclo[3.2.1]octan-8-ylmethyl]phenyl)-4-[(3S)-piperidin-3-ylamino]pyrido[3,2-d]pyrimidine-8-carboxamide C12COCC(CC1)N2CC2=CC=C(C=C2)C=2C=C(C=1N=CN=C(C1N2)N[C@@H]2CNCCC2)C(=O)N